The molecule is a tetrasaccharide derivative comprising alpha-D-Galp-(1->3)-alpha-D-Glcp-(1->3)-alpha-L-Rhap-(1->3)-D-ribitol phosphorylated at position 5 of ribitol. It has a role as a hapten. It is an alditol 5-phosphate and a tetrasaccharide derivative. It derives from a ribitol. C[C@H]1[C@@H]([C@H]([C@H]([C@@H](O1)O[C@@H]([C@H](CO)O)[C@@H](COP(=O)(O)O)O)O)O[C@@H]2[C@@H]([C@H]([C@@H]([C@H](O2)CO)O)O[C@@H]3[C@@H]([C@H]([C@H]([C@H](O3)CO)O)O)O)O)O